rac-(1S,2S)-2-(3-chlorophenyl)-N-(5-((2-(4-methyl-1H-pyrazol-1-yl)pyridin-4-yl)methoxy)pyridazin-3-yl)cyclopropanecarboxamide ClC=1C=C(C=CC1)[C@@H]1[C@H](C1)C(=O)NC=1N=NC=C(C1)OCC1=CC(=NC=C1)N1N=CC(=C1)C |r|